FC(N1C(C(=CC=C1)C(=O)NC1=CC=2N(C=C1OCC)N=C(C2)CCC(C)(C)O)=O)F 1-(difluoromethyl)-N-[6-ethoxy-2-(3-hydroxy-3-methylbutyl)pyrazolo[1,5-a]pyridin-5-yl]-2-oxo-pyridine-3-carboxamide